Cl.Cl.N1(CCNCC1)C1=CC=C(C=C1)C=1C=NC=2N(C1)N=CC2C2=CC=NC1=CC=CC=C21 4-[6-[4-(1-Piperazinyl)phenyl]pyrazolo[1,5-a]pyrimidin-3-yl]quinoline dihydrochloride